methyl 4-[[2-methyl-1-(2-trimethylsilylethoxymethyl)imidazol-4-yl]sulfonimidoyl]benzoate CC=1N(C=C(N1)S(=O)(=N)C1=CC=C(C(=O)OC)C=C1)COCC[Si](C)(C)C